4-(1-carbamimidoyl-1,2,3,6-tetrahydropyridin-4-yl)-N-(4-(1-carbamimidoyl-1,2,3,6-tetrahydropyridin-4-yl)-3-chlorophenyl)-3-fluorobenzamide C(N)(=N)N1CCC(=CC1)C1=C(C=C(C(=O)NC2=CC(=C(C=C2)C=2CCN(CC2)C(N)=N)Cl)C=C1)F